3,6-di-tert-butyl-9-mesityl-10-phenylacridinium tetrafluoroborate F[B-](F)(F)F.C(C)(C)(C)C=1C=CC2=C(C3=CC=C(C=C3[N+](=C2C1)C1=CC=CC=C1)C(C)(C)C)C1=C(C=C(C=C1C)C)C